2-chloro-5-(trifluoromethyl)nicotinic acid amid ClC1=C(C(=O)N)C=C(C=N1)C(F)(F)F